C(CCCCC(=O)O)(=O)O.C(=O)(O)C(C(C)O)O carboxyl-propylene glycol adipate